FCCCC(=O)C=1SC=NN1 4-fluoro-butyryl-1,3,4-thiadiazole